B([O-])([O-])[O-].C(C(=O)[O-])(=O)[O-].[F-].[F-].[Li+].CC1OC2=C(N(C([C@H]1N)=O)C)C=CC=C2 methyl-(3S)-3-amino-5-methyl-2,3-dihydro-1,5-benzoxazepin-4-one Lithium difluoride (oxalate) borate salt